prop-2-en-1-yl 4-(5-[(5-chlorothiophen-2-yl)methyl]amino-4-cyano-1-(2,2-dimethylpropanoyl)-1H-pyrazol-3-yl)piperidine-1-carboxylate ClC1=CC=C(S1)CNC1=C(C(=NN1C(C(C)(C)C)=O)C1CCN(CC1)C(=O)OCC=C)C#N